((S)-2,2-difluorocyclopropyl)((S)-4-(4-fluoropyrazolo[1,5-a]pyridin-2-yl)-1,4,6,7-tetrahydro-5H-imidazo[4,5-c]pyridin-5-yl)methanone FC1([C@@H](C1)C(=O)N1[C@@H](C2=C(CC1)NC=N2)C2=NN1C(C(=CC=C1)F)=C2)F